(R)-3-(3-(3-carbamoylpiperidin-1-yl)phenyl)-2,2-dimethylpropanoic acid tert-butyl ester C(C)(C)(C)OC(C(CC1=CC(=CC=C1)N1C[C@@H](CCC1)C(N)=O)(C)C)=O